CN(C)CC1=CC=C(C=C1)S(=O)(=O)NC(CC1=C(C=C(C=C1C(C)C)C1=C(C=CC=C1)C)C(C)C)=O N-{4-[(dimethylamino)methyl]benzene-sulfonyl}-2-[4-(2-methylphenyl)-2,6-bis(propan-2-yl)phenyl]acetamide